2-[3,9-bis(diethylamino)-13,13-dimethyl-chromeno[3,2-b]xanthene-5-ium-14-yl]benzoic acid C(C)N(C1=CC=C2C(=C3C(C4=CC5=CC=C(C=C5OC4=CC3=[O+]C2=C1)N(CC)CC)(C)C)C1=C(C(=O)O)C=CC=C1)CC